5-[2-(2-{[(4-Methyl-decahydrochinolin-1-yl)sulfonyl]amino}phenyl)ethynyl]pyridin CC1CCN(C2CCCCC12)S(=O)(=O)NC1=C(C=CC=C1)C#CC=1C=CC=NC1